(((9H-fluoren-9-yl)methoxy)carbonyl)serine C1=CC=CC=2C3=CC=CC=C3C(C12)COC(=O)N[C@@H](CO)C(=O)O